5-(3-(4-(2,3-Dichlorophenyl)piperazin-1-yl)-1-hydroxypropyl)-N,N-dimethylindoline-1-carboxamide ClC1=C(C=CC=C1Cl)N1CCN(CC1)CCC(O)C=1C=C2CCN(C2=CC1)C(=O)N(C)C